4,4'-dibutylazobenzene C(CCC)C1=CC=C(C=C1)N=NC1=CC=C(C=C1)CCCC